2-((4-((S)-2-(4-chloro-2-fluorophenyl)-4-fluoro-2H-chromen-8-yl)piperidin-1-yl)methyl)-1-(((S)-oxetan-2-yl)methyl)-1H-imidazo[4,5-b]pyridine-6-carboxylic acid ClC1=CC(=C(C=C1)[C@H]1OC2=C(C=CC=C2C(=C1)F)C1CCN(CC1)CC=1N(C=2C(=NC=C(C2)C(=O)O)N1)C[C@H]1OCC1)F